CN(CCC(=O)Cl)C 3-(dimethylamino)propionyl chloride